COC1=CC=C(CN([C@@H](C(C(=O)OC)C)C)C)C=C1 methyl (3R)-3-((4-methoxybenzyl)(methyl)amino)-2-methylbutanoate